C(C)OC1(COC1)C1=CC=C(C=C1)C(=O)N1CCC(CC1)C1=CC(=C(C=C1)C(F)(F)F)F (4-(3-ethoxyoxetan-3-yl)phenyl)(4-(3-fluoro-4-(trifluoromethyl)phenyl)piperidin-1-yl)methanone